C(C)(C)(C)OC(=O)N1CCC(=CC1)C1=CC=C(C=C1)NC(=O)C12CCC(CC1)(C2)C(NC2=CC=C(C=C2)CNC(=O)OC(C)(C)C)=O 4-[4-({4-[4-(tert-butoxycarbonylamino-methyl)-phenylcarbamoyl]-bicyclo[2.2.1]heptane-1-carbonyl}-amino)-phenyl]-3,6-dihydro-2H-pyridine-1-carboxylic acid tert-butyl ester